FC(N1N=CC(=C1)C=1C=CC=2N(C1)C(=CN2)C2=CC=CC(=N2)NC2CC1(C2)CNCC1)F N-(6-(6-(1-(difluoro-methyl)-1H-pyrazol-4-yl)imidazo[1,2-a]pyridin-3-yl)pyridin-2-yl)-6-azaspiro[3.4]octan-2-amine